FCCN(C(=O)C=1C=C2N=C(C=NC2=CC1)C=1C=C2C=CN(C(C2=CC1)=O)C)C N-(2-fluoroethyl)-N-methyl-3-(2-methyl-1-oxo-1,2-dihydro-6-isoquinolinyl)-6-quinoxalinecarboxamide